FC(C1=NC=CC(=N1)C1CCC(CC1)N1CC2(CS(C2)(=O)=O)CC1)(F)F 6-((1r,4r)-4-(2-(trifluoromethyl)pyrimidin-4-yl)cyclohexyl)-2-thia-6-azaspiro[3.4]octane 2,2-dioxide